6-(5-(5-(trifluoromethyl)-1,2,4-oxadiazol-3-yl)pyridin-2-yl)-2,6-diazaspiro[3.3]heptane-2-carboxylate FC(C1=NC(=NO1)C=1C=CC(=NC1)N1CC2(CN(C2)C(=O)[O-])C1)(F)F